ClC=1C(=C(C=CC1)NN1C(=CC=2C(NCCC21)=O)C2=C(C=NC=C2)OCCC2=NC=CC=C2)OC ((3-chloro-2-methoxyphenyl)amino)-2-(3-(2-(pyridin-2-yl)ethoxy)pyridin-4-yl)-1,5,6,7-tetrahydro-4H-pyrrolo[3,2-c]pyridin-4-one